C(C)C1(COC1)COC1=C(C(=C(C(=C1Cl)Cl)Cl)Cl)Cl penta-chlorophenyl (3-ethyl-3-oxetanylmethyl) ether